C(O[C@H]1C=CCCC1)(OC)=O |r| racemic-cyclohex-2-en-1-yl methyl carbonate